N-ethyl-7-fluoro-1-methyl-N-[3-[2-(1-methylcyclopropyl)ethynyl]phenyl]-[1,2,4]triazolo[4,3-a]quinazolin-5-amine C(C)N(C1=NC=2N(C3=CC=C(C=C13)F)C(=NN2)C)C2=CC(=CC=C2)C#CC2(CC2)C